Tert-butyl (6aR)-3-bromo-6a,7,9,10-tetrahydro-12H-pyrazino[2,1-c]pyrido[2,3-f][1,4]oxazepine-8(6H)-carboxylate BrC1=CC2=C(CN3[C@@H](CO2)CN(CC3)C(=O)OC(C)(C)C)N=C1